3-[[3-(azetidin-3-yl)-1-bicyclo[1.1.1]pentanyl]methyl]-5-cyclopropyl-4H-1,2,4-triazole N1CC(C1)C12CC(C1)(C2)CC2=NN=C(N2)C2CC2